C(C(C)C)N1N=C(C2=C1SC(=C2)C(=O)NC2CCC(CC2)N2CCN(CC2)C(C)C)C 1-isobutyl-N-((1r,4r)-4-(4-isopropylpiperazin-1-yl)cyclohexyl)-3-methyl-1H-thieno[2,3-c]pyrazole-5-carboxamide